ClC=1C=C(C=CC1F)C(C(F)(F)F)NS(=O)(=O)C=1C=NC=C(C1)C#N N-(1-(3-chloro-4-fluorophenyl)-2,2,2-trifluoroethyl)-5-cyanopyridine-3-sulfonamide